C(C)OC(=O)C1[C@H]2CC\C=C/CC[C@@H]12.CC1=CC=C(C=N1)C=1N=C(NC1)C1N(CCCC1)C(C(C)SC)=O 1-(2-(4-(6-methylpyridin-3-yl)-1H-imidazol-2-yl)piperidin-1-yl)-2-(methylthio)propan-1-one Ethyl-(1R,4Z,8S,9s)-bicyclo[6.1.0]non-4-ene-9-carboxylate